CC(C1=CC=CC=C1)Cl α-methyl-benzyl chloride